FC1=CC=C(C(=O)N2C(CC3=CC=CC=C23)C(=O)O)C=C1 1-(4-fluorobenzoyl)indoline-2-carboxylic acid